C(COCCOCCOCCOCCCCCOCC(=O)N)(=O)N 3,6,9,12,18-pentaoxaeicosanediamide